methyl-1-benzyl-2-phenyl-1H-benzo[d]Imidazole CC1=CC=CC=2N(C(=NC21)C2=CC=CC=C2)CC2=CC=CC=C2